FC1=CC=C(C=C1)NC(=O)N[C@@H]1C(NC[C@H]1C1=C(C=C(C=C1)OC)C)=O |o1:11,15| (-)-1-(4-fluorophenyl)-3-[(3S*,4R*)-4-(4-methoxy-2-methyl-phenyl)-2-oxo-pyrrolidin-3-yl]urea